8-(4-octyl-naphthalen-1-yl)octan-1-ol C(CCCCCCC)C1=CC=C(C2=CC=CC=C12)CCCCCCCCO